C(C)OC1=CC=C(C=C1)N1C(C=CC1=O)=O N-(4-ethoxyphenyl)maleimide